1-(4-(4-bromo-2-fluorophenyl)piperazin-1-yl)ethan-1-one BrC1=CC(=C(C=C1)N1CCN(CC1)C(C)=O)F